CC(COC(=O)N1CC=2N(CC1)C(=NN2)C#CC2=CC(=CC=C2)Cl)(C)C 3-[2-(3-Chlorophenyl)ethynyl]-6,8-dihydro-5H-[1,2,4]triazolo[4,3-a]pyrazine-7-carboxylic acid 2,2-dimethylpropyl ester